N-(3-(3,3-difluoro-2-methylallyl)-1,2,4-thiadiazol-5-yl)-5-(3-(difluoromethoxy)phenyl)-2-(trifluoromethyl)furan-3-carboxamide FC(=C(CC1=NSC(=N1)NC(=O)C1=C(OC(=C1)C1=CC(=CC=C1)OC(F)F)C(F)(F)F)C)F